C(C1=CC=CC=C1)N1CCN(CC1)C=1C=CC=2C(N(C3=CC=CC1C23)C2C(NC(CC2)=O)=O)=O 3-[5-(4-benzylpiperazin-1-yl)-2-oxo-benzo[cd]indol-1-yl]piperidine-2,6-dione